CC=1N=C(SC1C(=O)N1CCN(CC1)C(C)=O)C1=C(C(=C(C(=C1)F)F)O)F 1-(4-(4-methyl-2-(2,4,5-trifluoro-3-hydroxyphenyl)thiazol-5-carbonyl)piperazin-1-yl)ethan-1-one